2-(1-fluoronaphthalen-2-yl)-4,6-bis(3-fluoronaphthalen-2-yl)-1,3,5,2,4,6-trioxatriborinane FC1=C(C=CC2=CC=CC=C12)B1OB(OB(O1)C1=CC2=CC=CC=C2C=C1F)C1=CC2=CC=CC=C2C=C1F